OCCCC[C@@H]1N(C2=NC=CC=C2CC1)C(=O)OCC ethyl (S)-2-(4-hydroxybutyl)-3,4-dihydro-1,8-naphthyridine-1(2H)-carboxylate